FC=1C=C(C=C(C1C(F)(F)F)F)NC1=C(C=C(C=C1)C(C(=O)N)=C)C=1N=CN(C1)C (4-((3,5-difluoro-4-(trifluoromethyl)phenyl)amino)-3-(1-methyl-1H-imidazol-4-yl)phenyl)acrylamide